3-(2-Chloro-2,2-diphenylacetoxy)spiro[bicyclo[3.2.1]octane-8,1'-pyrrolidin]-8-ium chloride [Cl-].ClC(C(=O)OC1CC2CCC(C1)[N+]21CCCC1)(C1=CC=CC=C1)C1=CC=CC=C1